C(C)OC(=O)[C@H]1[C@@H](C1)C=1N=C2N(N1)[C@@H](C[C@@H]2F)C2=CC=CC=C2 |&1:5,6| rac-(1r,2r)-2-[(5s,7s)-7-fluoro-5-phenyl-6,7-dihydro-5H-pyrrolo[1,2-b][1,2,4]triazol-2-yl]cyclopropanecarboxylic acid ethyl ester